C(C)O/C=C/C1=C(C=C(C=C1)C=1[C@@H](NC(NN1)=O)C)C(F)(F)F (5S)-6-{4-[(E)-2-ethoxyvinyl]-3-(trifluoromethyl)phenyl}-5-methyl-4,5-dihydro-1,2,4-triazin-3(2H)-one